3,3',5,5'-tetratertiary-butyl-6,6'-dimethyl-2,2'-biphenol C(C)(C)(C)C1=C(C(=C(C(=C1)C(C)(C)C)C)O)C=1C(=C(C(=CC1C(C)(C)C)C(C)(C)C)C)O